C(C)C1C(C1)(C(=O)O)C(NC1CCC(CC1)OC1=CC(=C(C=C1)C#N)Cl)=O ethyl-1-((4-(3-chloro-4-cyanophenoxy)cyclohexyl)carbamoyl)cyclopropane-1-carboxylic acid